ClC1=CC=C(OC2=C(C=C(C=C2F)S(=O)(=O)N2C3(CN(CC2CC3)C(=O)OCCN3CCN(CC3)C)C(NO)=O)F)C=C1 2-(4-methyl-piperazin-1-yl)-ethyl 8-((4-(4-chloro-phenoxy)-3,5-difluoro-phenyl)-sulfonyl)-1-(hydroxy-carbamoyl)-3,8-diazabicyclo-[3.2.1]octane-3-carboxylate